NC(C(=O)O)(CCCCB(O)O)C1CCN(CC1)CCCC1=C(C=C(C=C1)Cl)Cl 2-amino-6-borono-2-(1-(3-(2,4-dichlorophenyl)propyl)piperidin-4-yl)hexanoic acid